C[Si](CCOCN1N=CC=2C(CCCC12)COC(=S)NN)(C)C ((((1-((2-(trimethylsilyl)ethoxy)methyl)-4,5,6,7-tetrahydroindazol-4-yl)methoxy)methanethioyl)amino)amine